2,6-dichloro-N-{8-methyl-2-[1-(1-methylcyclopropyl)-1H-1,2,3-triazol-4-yl]-1,2,3,4-tetrahydropyrido[1,2-b]indazol-2-yl}-4-(3-methyl-1H-1,2,4-triazol-1-yl)benzamide ClC1=C(C(=O)NC2(CC3=C4N(N=C3CC2)C=C(C=C4)C)C=4N=NN(C4)C4(CC4)C)C(=CC(=C1)N1N=C(N=C1)C)Cl